1,3-benzothiazol-2-one S1C(NC2=C1C=CC=C2)=O